COC1=C(C(=C(OC2=C(C(=O)NC=3C=CC(=NC3)C(=O)O)C(=CC(C2)(C(F)(F)F)OC2=C(C(=C(C=C2)OC)OC)OC)C(F)(F)F)C=C1)OC)OC 5-(2,4-bis(trimethoxyphenoxy)4,6-bis(trifluoromethyl)benzoylamino)picolinic acid